N-{[1-(phenylmethyl)azepine-4-yl]Methyl}-2-pyridin-3-ylacetamide C1(=CC=CC=C1)CN1C=CC(=CC=C1)CNC(CC=1C=NC=CC1)=O